C(C=1C(O)=CC=CC1)(=O)OCCO ethylene glycol monosalicylate